C1(CC1)C=1N=CN(C1)C=1C(=CC(=C(C(=O)NC2=NC(=CC=C2)N2N=NN=C2C(C)C)C1)F)C 5-(4-cyclopropyl-1H-imidazol-1-yl)-N-(6-(5-isopropyl-1H-tetrazol-1-yl)pyridin-2-yl)-2-fluoro-4-methylbenzamide